2-(((3aS,7aS)-3a-(3,4-dimethoxyphenyl)-1-methyl-2,3,3a,4,5,7a-hexahydro-1H-indol-6-yl)oxy)-4,4,6,6-tetramethyl-1,3,2-dioxaphosphinane 2-oxide COC=1C=C(C=CC1OC)[C@@]12CCN([C@H]2C=C(CC1)OP1(OC(CC(O1)(C)C)(C)C)=O)C